(3S,4R)-3-fluoro-1-(4-((5-((S)-1-hydroxypropan-2-yl)-8-((R)-2-methylazetidin-1-yl)-2,6-naphthyridin-3-yl)amino)pyrimidin-2-yl)-3-methylpiperidin-4-ol F[C@]1(CN(CC[C@H]1O)C1=NC=CC(=N1)NC=1N=CC2=C(C=NC(=C2C1)[C@@H](CO)C)N1[C@@H](CC1)C)C